5-(N-(2-(4-benzoylpiperazin-1-yl)benzyl)-N-phenethylsulfamoyl)benzofuran-2-carboxylic acid C(C1=CC=CC=C1)(=O)N1CCN(CC1)C1=C(CN(S(=O)(=O)C=2C=CC3=C(C=C(O3)C(=O)O)C2)CCC2=CC=CC=C2)C=CC=C1